6-(2,7-dimethyl-2H-indazol-5-yl)-3-(piperidin-4-yl)thieno[3,2-d]pyrimidin-4(3H)-one CN1N=C2C(=CC(=CC2=C1)C1=CC=2N=CN(C(C2S1)=O)C1CCNCC1)C